C(C)OCOC1=C(C=CC(=C1)C#CC)C1=C(C=C(N=N1)N[C@H]1CNCCC1)C (R)-6-(2-(ethoxymethoxy)-4-(prop-1-yn-1-yl)phenyl)-5-methyl-N-(piperidin-3-yl)pyridazin-3-amine